ethyl 2-(3-(2-methoxy-4-(methoxycarbonyl)phenyl)ureido)-4-methylthiophene-3-carboxylate COC1=C(C=CC(=C1)C(=O)OC)NC(NC=1SC=C(C1C(=O)OCC)C)=O